[K+].BrC1=CC(=C(C=C1)C1=NN2C(N=C(C=C2C2=NC=CC=C2)C(=O)[O-])=C1)F 2-(4-bromo-2-fluorophenyl)-7-(pyridin-2-yl)pyrazolo[1,5-a]pyrimidine-5-carboxylic acid potassium salt